COC(CCC1=CC(=C(C(=C1)N1N=C2C(=N1)C=CC=C2)O)C(C)(C)C)=O methyl-3-[3-t-butyl-5-(2H-benzotriazol-2-yl)-4-hydroxyphenyl]propionate